(S)-N,N-dimethyl-pyrrolidine-3-amine CN([C@@H]1CNCC1)C